tert-butyl 4-[[3-[[1-(1,3-benzothiazol-2-yl)-2-(3-cyanophenyl)ethyl]sulfamoyl]phenyl]carbamoyl]piperidine-1-carboxylate S1C(=NC2=C1C=CC=C2)C(CC2=CC(=CC=C2)C#N)NS(=O)(=O)C=2C=C(C=CC2)NC(=O)C2CCN(CC2)C(=O)OC(C)(C)C